5-norbornene-2,3-dicarboxylic acid methyl ester COC(=O)C1C2C=CC(C1C(=O)O)C2